CC1N(C(CNC1)C)C1=CC2=C(N=C(N=C2)NC2=CC=C(C=C2)N2CCN(CC2)C)N(C1=O)C 6-(2,6-dimethylpiperazin-1-yl)-8-methyl-2-[4-(4-methylpiperazin-1-yl)anilino]pyrido[2,3-d]pyrimidin-7-one